6-methoxy-1-methylbenzo[d][1,3,2]thiaselenazol-1-one COC1=CC2=C([Se]NS2(=O)C)C=C1